Methyl (3R)-3-((tert-butoxycarbonyl)amino)-2-((2-(((tert-butoxycarbonyl)amino)methyl)cyclopentyl)methyl)butanoate C(C)(C)(C)OC(=O)N[C@@H](C(C(=O)OC)CC1C(CCC1)CNC(=O)OC(C)(C)C)C